COC=1C(=CC=2C(=C3C(=NC2C1)CCC3)NC3CCN(CC3)C(CO)=O)OC 1-[4-({6,7-dimethoxy-1H,2H,3H-cyclopenta[b]quinolin-9-yl}amino)piperidin-1-yl]-2-hydroxyethan-1-one